(4-(1-(3-fluorobenzyl)-1H-benzo[d]imidazol-2-yl)piperidin-1-yl)(2-(3-fluorobenzyl)-2H-indazol-5-yl)methanone FC=1C=C(CN2C(=NC3=C2C=CC=C3)C3CCN(CC3)C(=O)C3=CC2=CN(N=C2C=C3)CC3=CC(=CC=C3)F)C=CC1